citric acid trisodium Sodium [Na].[Na].[Na].[Na].C(CC(O)(C(=O)O)CC(=O)O)(=O)O